ClC1=NC(=NC(=N1)Cl)NCCCCC1CC(N(C(C1)(C)C)OC1CCCCC1)(C)C 2,4-dichloro-6-[(1-cyclohexyloxy-2,2,6,6-tetramethylpiperidin-4-yl)butylamino]-s-triazine